trifluoromethylboroxin FC(F)(F)B1OBOBO1